OCC12CC(C1)(C2)NC(=O)C=2N=C1N(C=CC=C1C1=C(C=CC=C1)OCC(F)(F)F)C2 N-(3-(hydroxymethyl)bicyclo[1.1.1]pentan-1-yl)-8-(2-(2,2,2-trifluoroethoxy)phenyl)imidazo[1,2-a]pyridine-2-carboxamide